ClC1N(CCC2=CC=CC=C12)C1CC2=C(N(C(=N2)C2=C(C=CC=C2)Cl)C)CC1 Chloro-2-(2-(2-chlorophenyl)-1-methyl-4,5,6,7-tetrahydro-1H-benzo[d]imidazol-5-yl)-1,2,3,4-tetrahydroisochinolin